C(#N)C[C@H]1CN(CCN1C(C(=C)F)=O)C1=CC(=NC=2CN(CCC12)C1=CC=CC2=CC=CC(=C12)C)C(=O)N[C@@H](CN(C)C(C)C)C 4-((S)-3-(cyanomethyl)-4-(2-fluoroacryloyl)piperazin-1-yl)-N-((R)-1-(isopropyl(methyl)amino)propan-2-yl)-7-(8-methylnaphthalen-1-yl)-5,6,7,8-tetrahydro-1,7-naphthyridine-2-carboxamide